[O-]S(=O)(=O)C(F)(F)F.C(CCCCCCCCC)[N+]1(CCCCC1)CCCC 1-Decyl-1-butylpiperidinium triflat